(S)-4-(2-(4-chloro-2-fluorophenyl)-2-methylbenzo[d][1,3]dioxolan-4-yl)piperidine hydrochloride Cl.ClC1=CC(=C(C=C1)[C@@]1(OC2=C(O1)C=CC=C2C2CCNCC2)C)F